[Cl-].[Cl-].[Cl-].CC1C(=C(C=2CCCCC12)[Ti+3])C 1,2-dimethyl-4,5,6,7-tetrahydroindenyl-titanium trichloride